BrC=1C(N(C(=CC1OCC1=COC=C1)C)C1=C(C=CC=C1OCC1=COC=C1)F)=O 3-bromo-1-[2-fluoro-6-(3-furanylmethoxy)phenyl]-4-(3-furanylmethoxy)-6-methylpyridin-2(1H)-one